C(=O)(O)CC(C=1C(NC(NC1)=O)=O)N 5-(carboxymethyl-aminomethyl)-uracil